(2-chloropyridin-4-yl)methyl (Z)-3-aminobut-2-enoate N\C(=C/C(=O)OCC1=CC(=NC=C1)Cl)\C